O1COC2=C1C=CC(=C2)CC(C)N(C)C 1-(1,3-benzodioxol-5-yl)-N,N-dimethylpropan-2-amine